5-((1R,4R)-2,5-diazabicyclo[2.2.1]heptan-2-yl)-6-fluoro-N-methylpicolinamide hydrochloride Cl.[C@H]12N(C[C@H](NC1)C2)C=2C=CC(=NC2F)C(=O)NC